FC=1C=C(C=2C(C(CCC2C1C)O)=O)NC(C)=O N-(3-fluoro-7-hydroxy-4-methyl-8-oxo-5,6,7,8-tetrahydronaphthalen-1-yl)acetamide